NC=1CC(=CC2=C(N1)C=C(S2)CC2CNC2)C(=O)N(CCC)OCC 5-amino-2-(azetidin-3-ylmethyl)-N-ethoxy-N-propyl-6H-thieno[3,2-b]Azepine-7-carboxamide